N,N-dimethyl-1-(4-methylpiperidin-4-yl)methylamine 2HCl Cl.Cl.CN(C)CC1(CCNCC1)C